CN1C=CC2=C(C=CC=C12)NC1=NC(=NC=C1C(=O)N)NC1=CC2=C(OCC(CN2)O)C=C1 4-((1-methyl-1H-indol-4-yl)amino)-2-((3-hydroxy-2,3,4,5-tetrahydro-benzo[b][1,4]oxazepin-7-yl)amino)pyrimidine-5-carboxamide